3-[(R)-2-({(R)-1-[(S)-2-(tert-butoxycarbonyl-methyl-amino)-4-methyl-pentanoyl]-piperidine-2-carbonyl}-amino)-3-phenyl-propoxy]-quinoline-4-carboxylic acid C(C)(C)(C)OC(=O)N([C@H](C(=O)N1[C@H](CCCC1)C(=O)N[C@@H](COC=1C=NC2=CC=CC=C2C1C(=O)O)CC1=CC=CC=C1)CC(C)C)C